COCCOC1=CC(=C(C(=C1)C)C1=CC=CC=C1)C 4'-(2-methoxyethoxy)-2',6'-dimethyl-[1,1'-biphenyl]